C(CCCCCCCCCCCC=CCCCCCC)(=O)OCCCCCCCCCCCCCCCO 15-hydroxypentadecyl eicos-13-enoate